CC1(CC1)NC=1N=C2C(=CC=NC2=CC1)C1=CC=2C(NCCC2N1)=O 2-{6-[(1-methylcyclopropyl)amino]-1,5-naphthyridin-4-yl}-1H,5H,6H,7H-pyrrolo[3,2-c]pyridin-4-one